CN1N=CC(=C1)C=1C=CC=2N(C1)N=CC2C2CC(CC2)C(=O)OCC2=CC=CC=C2 benzyl 3-(6-(1-methyl-1H-pyrazol-4-yl)pyrazolo[1,5-a]pyridin-3-yl)cyclopentane-1-carboxylate